C(CCC)OS(=O)(=O)C1=CC=CC=C1 butylbenzenesulfonate